C[C@@H]1C[C@@H](CN1)C#N (3S,5R)-5-methylpyrrolidine-3-carbonitrile